3-(5-iodo-3-methyl-2-oxo-2,3-dihydro-1H-benzo[d]Imidazol-1-yl)piperidine-2,6-dione IC1=CC2=C(N(C(N2C)=O)C2C(NC(CC2)=O)=O)C=C1